[Zr].[Sn] tin zirconium